4-(2-Cyclohexylethoxy)-7H-furo[3,2-g][1]benzopyran-7-one C1(CCCCC1)CCOC1=C2C(=CC3=C1C=CC(O3)=O)OC=C2